3-[4-amino-7-(1H-pyrazol-3-yl)-2H-pyrazolo[3,4-c]quinolin-2-yl]propan-1-ol NC1=NC=2C=C(C=CC2C=2C1=NN(C2)CCCO)C2=NNC=C2